5-bromo-N-(3-chloro-2-cyanophenyl)-1-methyl-2-oxo-1,2-dihydropyridine-3-carboxamide BrC=1C=C(C(N(C1)C)=O)C(=O)NC1=C(C(=CC=C1)Cl)C#N